1-[4-[[5-(2,3-difluoro-4-methoxy-phenyl)-1-methyl-imidazole-2-carbonyl]amino]-2-ethyl-benzoyl]-N-[3-(prop-2-ynylamino)propyl]piperidine-4-carboxamide FC1=C(C=CC(=C1F)OC)C1=CN=C(N1C)C(=O)NC1=CC(=C(C(=O)N2CCC(CC2)C(=O)NCCCNCC#C)C=C1)CC